N1=NC(C(=C1)CC(=O)O)=C1N=NC=C1 Bipyrazoleacetic acid